Cl.O[C@H](CN1C(C2=CC=C(C=C2C(C1)(C)C)C(=O)N1CCC2(CC(C2)OC)CC1)=O)[C@H]1NCC2=CC=CC=C2C1 2-((R)-2-hydroxy-2-((S)-1,2,3,4-tetrahydroisoquinolin-3-yl)ethyl)-6-(2-methoxy-7-azaspiro[3.5]nonane-7-carbonyl)-4,4-dimethyl-3,4-dihydroisoquinolin-1(2H)-one hydrochloride